N[C@@H](COC(C(F)(F)F)(C)C)C1=NC2=C(N1)C=CC(=C2)CN2C(N[C@@H](C2)C(F)(F)F)=O (S)-1-((2-((R)-1-Amino-2-((1,1,1-trifluoro-2-methylpropan-2-yl)oxy)ethyl)-1H-benzo[d]imidazol-5-yl)methyl)-4-(trifluoromethyl)imidazolidin-2-one